[Na+].[Na+].CC1(NC2=C3N=C(C=C(C3=CC=C2C(=C1)C1=CC=CC=C1)C1=CC=CC=C1)C)S(=O)(=O)[O-].CC1(NC2=C3N=C(C=C(C3=CC=C2C(=C1)C1=CC=CC=C1)C1=CC=CC=C1)C)S(=O)(=O)[O-] 2,9-dimethyl-4,7-diphenyl-1,10-phenanthrolinesulfonic acid disodium salt